(S)-3-methoxy-N-(6-(5-methyl-6,7-dihydro-5H-pyrrolo[2,1-c][1,2,4]triazol-3-yl)pyridin-2-yl)-1-(Oxiran-3-yl)-1H-pyrazole-4-carboxamide COC1=NN(C=C1C(=O)NC1=NC(=CC=C1)C=1N2C(=NN1)CCC2C)[C@@H]2CO2